2-[6-(trifluoromethyl)pyridin-3-yl]-2,6-diazaspiro[3.5]nonane hydrochloride Cl.FC(C1=CC=C(C=N1)N1CC2(C1)CNCCC2)(F)F